heptadecane carbon [C].CCCCCCCCCCCCCCCCC